(tert-butoxycarbonyl)-5-methylpyrrolidine-3-carboxylic acid C(C)(C)(C)OC(=O)N1CC(CC1C)C(=O)O